copper butyl phosphonate P(OCCCC)([O-])=O.[Cu+2].C(CCC)OP([O-])=O